[O-2].[Ga+3].[Zn+2] zinc-gallium oxide